4-(5-hydroxy-1-(5-(trifluoromethyl)pyridin-2-yl)-1H-pyrazol-4-yl)benzonitrile OC1=C(C=NN1C1=NC=C(C=C1)C(F)(F)F)C1=CC=C(C#N)C=C1